(R)-3-decanoyloxy-tetradecanoic acid C(CCCCCCCCC)(=O)O[C@@H](CC(=O)O)CCCCCCCCCCC